(2S,3S,4R,5R)-N-ethyl-3,4-dihydroxyl-5-(6-(methylamino)-2-(pyridin-3-yl)-9H-purin-9-yl)-tetrahydrofuran-2-formamide C(C)NC(=O)[C@H]1O[C@H]([C@@H]([C@@H]1O)O)N1C2=NC(=NC(=C2N=C1)NC)C=1C=NC=CC1